benzyl N-(2-aminoethyl)-N-methylcarbamate hydrochloride Cl.NCCN(C(OCC1=CC=CC=C1)=O)C